6-(3-(4'-(trifluoromethoxy)-[1,1'-biphenyl]-4-yl)-4,5-dihydro-1H-pyrazol-5-yl)quinoxaline FC(OC1=CC=C(C=C1)C1=CC=C(C=C1)C1=NNC(C1)C=1C=C2N=CC=NC2=CC1)(F)F